BrC1=C(C=C(C(=C1F)F)OC)CC(O)=C1C(OC(OC1=O)(C)C)=O 5-(2-(2-bromo-3,4-difluoro-5-methoxyphenyl)-1-hydroxyethylidene)-2,2-dimethyl-1,3-dioxane-4,6-dione